4-((4-aminophenyl)methyl)-3-isobutylaniline NC1=CC=C(C=C1)CC1=C(C=C(N)C=C1)CC(C)C